(R)-4-(7-methoxy-4-((1-(2-methyl-3-(trifluoromethyl)phenyl)ethyl)amino)pyrido[2,3-d]pyrimidin-6-yl)thiomorpholine 1,1-dioxide COC=1C(=CC2=C(N=CN=C2N[C@H](C)C2=C(C(=CC=C2)C(F)(F)F)C)N1)N1CCS(CC1)(=O)=O